COC1=CC=C(C2=C1N=C(S2)C(O)C2=CC(=C(C=C2)OC)OC)OC (4,7-dimethoxybenzo[d]thiazol-2-yl)(3,4-dimethoxyphenyl)methanol